C(C)(C)(C)OC(N(C(C)C)C=1SC=C(N1)Br)=O (4-Bromothiazol-2-yl)(isopropyl)carbamic acid tert-butyl ester